(R)-2-(4-chloro-2-fluorophenoxy)-3-fluoropropionic acid ClC1=CC(=C(O[C@H](C(=O)O)CF)C=C1)F